N-{(6R)-2-[4-(2,6-difluorophenyl)-5-fluoro-6-(methoxymethyl)-1,2-benzoxazol-3-yl]-7,7-difluoro-3-oxo-2,5,6,7-tetrahydro-3H-pyrrolo[1,2-c]imidazol-6-yl}methanesulfonamide FC1=C(C(=CC=C1)F)C1=C(C(=CC2=C1C(=NO2)N2C(N1C(=C2)C([C@@H](C1)NS(=O)(=O)C)(F)F)=O)COC)F